4-(4-aminopiperidin-1-yl)-5-(3,5-dimethylphenyl)-3-(5-fluoro-7-methoxy-1H-1,3-benzodiazol-2-yl)pyridin-2-amine NC1CCN(CC1)C1=C(C(=NC=C1C1=CC(=CC(=C1)C)C)N)C1=NC2=C(N1)C(=CC(=C2)F)OC